OC1=C(C=C(C=C1)C(C)(C1=CC(=C(C=C1)O)C)C1=CC=C(C=C1)C1=CC=C(C=C1)C(C)(C1=CC(=C(C=C1)O)C)C1=CC(=C(C=C1)O)C)C 4,4'-bis(1,1-bis(4-hydroxy-3-methylphenyl)ethyl)biphenyl